OC1CCC(CC1)COC1=NN=C(S1)NC(=O)C=1C=NC(=CC1C1=CC(=NC=C1OC)C)C N-(5-(((1s,4s)-4-hydroxycyclohexyl)methoxy)-1,3,4-thiadiazol-2-yl)-5'-methoxy-2',6-dimethyl-[4,4'-bipyridine]-3-carboxamide